[N+](=O)([O-])C1=C(C#N)C=CN=C1 3-nitroisonicotinonitrile